C(#C)C=1C=C(C=CC1)N1COC2=C(C1)C=CC=C2 3-(3-ethynylphenyl)-3,4-dihydro-2H-1,3-benzoxazine